NC=1C(=C(C#N)C(=CC1)Cl)NC(C)C 3-amino-6-chloro-2-(isopropylamino)benzonitrile